ethyl 2,4,6-trimethylbenzoylphenyl phosphonate P(OCC)(OC1=C(C=CC=C1)C(C1=C(C=C(C=C1C)C)C)=O)=O